tert-butyl 2-(4-oxobutyl)-5,6,7,8-tetrahydro-9H-pyrido[2,3-b]azepine-9-carboxylate O=CCCCC=1C=CC2=C(N(CCCC2)C(=O)OC(C)(C)C)N1